C(N)(=O)[C@H]1N(C[C@]2(C1)C(NCC2)=O)C([C@H](CC(C)(C)F)OC(NC)=O)=O ((S)-1-((3s,5S)-3-carbamoyl-6-oxo-2,7-diazaspiro[4.4]nonan-2-yl)-4-fluoro-4-methyl-1-oxopentan-2-yl)(methyl)carbamate